2-cyclobutyl-3-fluoro-5-nitropyridin-4-amine C1(CCC1)C1=NC=C(C(=C1F)N)[N+](=O)[O-]